NC=1SC(=CN1)C(=O)NC1=C(C=C(C(=C1)C(NC1=NC=C(N=C1)C1CC1)=O)F)Cl 2-Amino-N-[2-chloro-5-[(5-cyclopropylpyrazin-2-yl)carbamoyl]-4-fluorophenyl]-1,3-thiazole-5-carboxamide